phosphoric acid, O,O-diethyl O-(4-aminophenyl) ester P(OCC)(OCC)(OC1=CC=C(C=C1)N)=O